The molecule is the (R)-enantiomer of methylmalonyl-CoA. It has a role as a mouse metabolite. It derives from a coenzyme A. It is a conjugate acid of a (R)-methylmalonyl-CoA(5-). C[C@H](C(=O)O)C(=O)SCCNC(=O)CCNC(=O)[C@@H](C(C)(C)COP(=O)(O)OP(=O)(O)OC[C@@H]1[C@H]([C@H]([C@@H](O1)N2C=NC3=C(N=CN=C32)N)O)OP(=O)(O)O)O